2-[tert-butyl(diphenyl)silyl]oxyhex-5-enoic acid [Si](C1=CC=CC=C1)(C1=CC=CC=C1)(C(C)(C)C)OC(C(=O)O)CCC=C